3-(((1,4-dihydroquinazolin-2-yl)thio)methyl)-6-(4-fluorobenzyl)-5,6-dihydroimidazo[2,1-b]thiazole N1C(=NCC2=CC=CC=C12)SCC=1N2C(SC1)=NC(C2)CC2=CC=C(C=C2)F